6-bromo-3-fluoro-2-(((3-methyl-1-(tetrahydro-2H-pyran-2-yl)-1H-pyrazolo[3,4-b]pyridin-5-yl)oxy)methyl)benzonitrile BrC1=CC=C(C(=C1C#N)COC=1C=C2C(=NC1)N(N=C2C)C2OCCCC2)F